ClC1=CC=C(C(=N1)C(=O)O)N[C@H](C)C1=C2N=C(C(=NC2=CC(=C1)C)C#N)N1C2CC(C(C1)CC2)O 6-chloro-3-(((1R)-1-(2-cyano-3-(5-hydroxy-2-azabicyclo[2.2.2]octan-2-yl)-7-methylquinoxalin-5-yl)ethyl)amino)picolinic acid